tert-butyl (3-(5-amino-1H-pyrazol-1-yl)propyl)carbamate NC1=CC=NN1CCCNC(OC(C)(C)C)=O